5-Fluoropyridin-3-yl 4-(5-chloro-2-(trifluoromethyl) benzyl)piperazine-1-carboxylate ClC=1C=CC(=C(CN2CCN(CC2)C(=O)OC=2C=NC=C(C2)F)C1)C(F)(F)F